Methyl (S)-3-(4-(benzyloxy)phenyl)-2-(2-(1-(3-(3-(trifluoromethyl)phenyl)propanoyl)-piperidin-4-yl)acetamido)propanoate C(C1=CC=CC=C1)OC1=CC=C(C=C1)C[C@@H](C(=O)OC)NC(CC1CCN(CC1)C(CCC1=CC(=CC=C1)C(F)(F)F)=O)=O